C(C)OC(C(=O)O)C ETHOXYPROPANOIC ACID